(S)-N-benzyl-N-(3-((tert-butoxycarbonyl)amino)butanoyl)glycine methyl ester COC(CN(C(C[C@H](C)NC(=O)OC(C)(C)C)=O)CC1=CC=CC=C1)=O